OC(C)(C)C=1N(C=CN1)CC1=CC=C(C=C1)C=1N=C(SC1S(=O)(=O)NC(OC)=O)CC(C)C Methyl ((4-(4-((2-(2-hydroxypropan-2-yl)-1H-imidazol-1-yl)methyl)phenyl)-2-isobutylthiazol-5-yl)sulfonyl)carbamate